1-ethyl 3-(2-methoxyethyl) 8-((3,5-difluoro-4-(4-fluorophenoxy)phenyl)-sulfonyl)-3,8-diazabicyclo[3.2.1]octane-1,3-dicarboxylate FC=1C=C(C=C(C1OC1=CC=C(C=C1)F)F)S(=O)(=O)N1C2(CN(CC1CC2)C(=O)OCCOC)C(=O)OCC